3-CYCLOHEXYL-3-OXOPROPANAL C1(CCCCC1)C(CC=O)=O